(3-(3-bromophenyl)-5-oxopyrrolidin-3-yl)acetic acid BrC=1C=C(C=CC1)C1(CNC(C1)=O)CC(=O)O